BrCCCCC(=O)NC1=CC(=CC=C1)I 5-bromo-N-(3-iodophenyl)valeramide